C(C)O[Si](CCCOC(C(=C)C)=O)(OCC)OCC 3-(Triethoxysilyl)propylmethacrylate